(S)-6-(2-(cyclopropanecarboxamido)benzo[d]thiazol-6-yl)-2-methyl-N-(1-(pyridin-4-yl)ethyl)quinazoline-4-carboxamide C1(CC1)C(=O)NC=1SC2=C(N1)C=CC(=C2)C=2C=C1C(=NC(=NC1=CC2)C)C(=O)N[C@@H](C)C2=CC=NC=C2